BrC=1C=C(C=CC1)SC(C)C1=CC=CC=2OC(OC21)(F)F (1-((3-bromophenyl)thio)ethyl)-2,2-difluorobenzo[d][1,3]dioxole